O=C1OC=2C(=CC=3C=CN=CC3C2)N1CCC(=O)O 3-(2-oxooxazolo[4,5-g]isoquinolin-1(2H)-yl)propanoic acid